C(C)OC(CCCCOC=1C2=C(C=3N=C(C(N(C3C1)C(C)=O)=O)CC1=CC=CC=C1)C=CC=C2)=O 5-((4-Acetyl-2-benzyl-3-oxo-3,4-dihydrobenzo[f]quinoxalin-6-yl)oxy)pentanoic acid ethyl ester